N-(3-(1H-1,2,3-triazol-4-yl)bicyclo[1.1.1]pent-1-yl)-2-(4-chloro-3-fluorophenoxy)acetamide N1N=NC(=C1)C12CC(C1)(C2)NC(COC2=CC(=C(C=C2)Cl)F)=O